FC(C(=O)N1CC(C1)N1N=C(C2=NC=CC(=C21)N2CCC(CC2)C(=O)N)C2=CC=C(C=C2)C(F)(F)F)=C 1-(1-(1-(2-fluoroacryloyl)azetidin-3-yl)-3-(4-(trifluoromethyl)phenyl)-1H-pyrazolo[4,3-b]pyridin-7-yl)piperidine-4-carboxamide